NC1=NC=NN2C1=C(C=C2C=2C=CC(=C(C(=O)N[C@@H]1CN(C[C@@H]1F)C(C1=C(C=CC=C1)Cl)=O)C2)Cl)C(F)(F)F 5-[4-amino-5-(trifluoromethyl)pyrrolo[2,1-f][1,2,4]triazin-7-yl]-2-chloro-N-[(3R,4S)-1-(2-chlorobenzoyl)-4-fluoropyrrolidin-3-yl]benzamide